[Cl-].C(C)[N+](CC)(CC)CC1=CC=C(C=C1)C=C N,N,N-triethyl-(4-vinylbenzyl)ammonium chloride